piperidine-3-carboxylic acid azetidin-3-ylmethyl ester N1CC(C1)COC(=O)C1CNCCC1